FC1=C(NC=2C(=NC(=C(N2)NC)C=2C3=C(C=NC2)N(C=N3)C)C(=O)N)C=CC(=C1)CN1[C@H]3CO[C@@H](C1)C3 3-[2-fluoro-4-[[(1R,4R)-2-oxa-5-azabicyclo[2.2.1]hept-5-yl]methyl]anilino]-5-(methylamino)-6-(3-methylimidazo[4,5-c]pyridin-7-yl)pyrazine-2-carboxamide